Methyl N-(N-(2-((S)-1-(2,3-difluorobenzyl)-5-oxopyrrolidin-2-yl)acetyl)-O-methyl-L-threonyl)-O-methyl-L-threoninate FC1=C(CN2[C@@H](CCC2=O)CC(=O)N[C@@H]([C@H](OC)C)C(=O)N[C@@H]([C@H](OC)C)C(=O)OC)C=CC=C1F